2-(1-((2-(3,5-dichlorophenyl)-6-((6-(4-methylpiperazin-1-yl)pyridin-3-yl)oxy)pyridin-4-yl)methyl)piperidin-4-yl)acetic acid ClC=1C=C(C=C(C1)Cl)C1=NC(=CC(=C1)CN1CCC(CC1)CC(=O)O)OC=1C=NC(=CC1)N1CCN(CC1)C